C1(=CC=CC=C1)C1=C(C2=CC3=CC=CC=C3C=C2C=C1)C1=C(C=CC=C1)C1=COC=2C1=CC=C1C2C=CC2=CC=CC=C21 Phenyl-[(Naphthobenzofuranyl)phenyl]anthracene